4-methoxy-2,6-di-tert-butylphenol COC1=CC(=C(C(=C1)C(C)(C)C)O)C(C)(C)C